O1CCC(CC1)CN1CCC2([C@H](C2)CNC2=CC=C(N=N2)C2=CC=C(C=C2)NC(C)=O)CC1 N-[4-[6-[[(2S)-6-(tetrahydropyran-4-ylmethyl)-6-azaspiro[2.5]octan-2-yl]methylamino]pyridazin-3-yl]phenyl]acetamide